CN1C(NC2=C1C=C(C=C2)N2CCC(CC2)OC2CCN(CC2)C(=O)OC(C)(C)C)=O tert-butyl 4-[[1-(3-methyl-2-oxo-1H-benzimidazol-5-yl)-4-piperidyl]oxy]piperidine-1-carboxylate